N-(3-(1-methyl-1H-1,2,4-triazol-3-yl)phenyl)-5-((tetrahydro-2H-pyran-4-yl)amino)pyrazolo[1,5-a]pyrimidine-3-carboxamide CN1N=C(N=C1)C=1C=C(C=CC1)NC(=O)C=1C=NN2C1N=C(C=C2)NC2CCOCC2